4-((3-(5-methyl-1H-imidazol-1-yl)propyl)amino)thiophene-3-carboxylic acid methyl ester COC(=O)C1=CSC=C1NCCCN1C=NC=C1C